N,3,3-trimethyl-1-(6-methyl-4-(trifluoromethyl)pyridin-2-yl)indoline-2-carboxamide CNC(=O)C1N(C2=CC=CC=C2C1(C)C)C1=NC(=CC(=C1)C(F)(F)F)C